Ethyl-2-deoxy-2-trifluoroacetamido-3,4,6-tri-O-acetyl-beta-D-galactopyranose C(C)[C@]1(O)[C@@H]([C@@H](OC(C)=O)[C@@H](OC(C)=O)[C@H](O1)COC(C)=O)NC(C(F)(F)F)=O